FC1=C(C(=CC=C1)F)C(C)(C(CC)O)C 2-(2,6-difluorophenyl)-2-methylpentan-3-ol